(di-tert-butyl-(3,5-diethoxyphenyl)phosphin) palladium [Pd].C(C)(C)(C)P(C1=CC(=CC(=C1)OCC)OCC)C(C)(C)C